CN(C1=CC=CC=C1)S(=O)(=O)N(C1=CC=CC=C1)C dimethyl-sulfonyl-dianiline